17-((R)-5-(butylamino)-5-oxopentan-2-yl)-10,13-dimethyl-2,3,4,7,8,9,10,11,12,13,14,15,16,17-tetradecahydro-1H-cyclopenta[a]phenanthren-3-yl 2,2,2-trifluoroacetate FC(C(=O)OC1CCC2(C3CCC4(C(CCC4C3CC=C2C1)[C@H](C)CCC(=O)NCCCC)C)C)(F)F